(2-(2-fluorophenyl)pyridin-4-yl)pyrimidine-4,6-diamine FC1=C(C=CC=C1)C1=NC=CC(=C1)C1=NC(=CC(=N1)N)N